BrC1=CC=C(C=C1)N1C(C(CC1)CC1=CC=C(C=C1)Cl)=O 1-(4-bromophenyl)-3-(4-chlorobenzyl)pyrrolidin-2-one